FC(CN1[C@@H](C=2NC3=CC=CC=C3C2C[C@H]1C)C1=C(C=C(C=C1F)NC1CN(C1)C(=O)OC(C)(C)C)F)(CO)F tert-Butyl 3-((4-((1R,3R)-2-(2,2-difluoro-3-hydroxypropyl)-3-methyl-2,3,4,9-tetrahydro-1H-pyrido[3,4-b]indol-1-yl)-3,5-difluorophenyl)amino)azetidine-1-carboxylate